ClC1=CC=C(C=C1)[C@H](C(=O)N1CC2=NN(C=C2C1)C=1C2=C(N=CN1)[C@@H](C[C@H]2C)O)CNC(C)C (S)-2-(4-chlorophenyl)-1-(2-((5R,7R)-7-hydroxy-5-methyl-6,7-dihydro-5H-cyclopenta[d]pyrimidin-4-yl)pyrrolo[3,4-c]pyrazol-5(2H,4H,6H)-yl)-3-(isopropylamino)propan-1-one